OC1=C(C=CC=C1)N=NC1=C(C=CC2=CC=CC=C12)O 1-(2-HYDROXYPHENYLAZO)-2-NAPHTHOL